N-[3-[2-(difluoromethoxy)-5-pyrrolidin-3-ylsulfonyl-phenyl]-1-methyl-pyrazol-4-yl]pyrazolo[1,5-a]pyrimidine-3-carboxamide FC(OC1=C(C=C(C=C1)S(=O)(=O)C1CNCC1)C1=NN(C=C1NC(=O)C=1C=NN2C1N=CC=C2)C)F